N=1C=2N(C=C(C1)N1CCC(CC1)N(C(=O)NC=1C(N(C=C(C1)C(F)(F)F)C)=O)C)C=NC2 (1-(imidazo[1,5-a]pyrimidin-3-yl)piperidin-4-yl)-1-methyl-3-(1-methyl-2-oxo-5-(trifluoromethyl)-1,2-dihydropyridin-3-yl)urea